Dikalium malat C(C(O)CC(=O)[O-])(=O)[O-].[K+].[K+]